C(CC)C1=CCCO1 5-propyl-2H-furan